(S)-3-(3-chloro-4-fluorophenyl)-1-isobutyl-1-(1-(1-oxo-1,2-dihydro-2,7-naphthyridin-4-yl)ethyl)urea ClC=1C=C(C=CC1F)NC(N([C@@H](C)C1=CNC(C2=CN=CC=C12)=O)CC(C)C)=O